tert-butyl 2-(((3,6-dichloropyridazin-4-yl)amino)methyl)morpholine-4-carboxylate ClC=1N=NC(=CC1NCC1CN(CCO1)C(=O)OC(C)(C)C)Cl